(S)-1-(4-benzyl-2-ethyl-3-oxo-3,4-dihydro-2H-benzo[b][1,4]oxazin-7-yl)-3-(tert-butyl)urea C(C1=CC=CC=C1)N1C2=C(O[C@H](C1=O)CC)C=C(C=C2)NC(=O)NC(C)(C)C